3-(1'-((1-(2-methoxyethyl)-1H-indazol-5-yl)methyl)-6-oxo-6,8-dihydro-2H,7H-spiro[furo[2,3-e]isoindole-3,4'-piperidin]-7-yl)piperidine-2,6-dione COCCN1N=CC2=CC(=CC=C12)CN1CCC2(CC1)COC1=C3CN(C(C3=CC=C12)=O)C1C(NC(CC1)=O)=O